5-acetamido-2,4,6-triiodoisophthaloyl dichloride C(C)(=O)NC=1C(=C(C(=C(C(=O)Cl)C1I)I)C(=O)Cl)I